N=S(=O)(C)CC1=CC=C(C=C1)C1=NC=NC2=C(C=CC=C12)OC imino(4-(8-methoxyquinazolin-4-yl)benzyl)(methyl)-λ6-sulfanone